S1C(=NC2=C1C=CC=C2)NC(=O)C=2C=CC=C1CCN(CC21)C2=CC=C(C(=N2)C(=O)O)C2=CN(C1=NC=CC=C12)CC1=CC=CC=C1 6-[8-(1,3-benzothiazol-2-ylcarbamoyl)-3,4-dihydroisoquinolin-2(1H)-yl]-3-(1-benzyl-1H-pyrrolo[2,3-b]pyridin-3-yl)pyridine-2-carboxylic acid